CS(=O)(=O)C=1C(=C(C=CC1)C1=C(C=CC=C1OC(C)C)OC(C)C)P(C1CCCCC1)C1CCCCC1 methanesulfonyl-(2-dicyclohexylphosphino-2',6'-diisopropyloxy-1,1'-biphenyl)